C[Si]1(C=C(C(=C1)C1=CC=CC=C1)C1=CC=CC=C1)C 1,1-dimethyl-3,4-diphenyl-silole